n-Butyraldehyde C(CCC)=O